C(#N)C(COOCC)NC(C(=C)C)=O N-(1-cyano-2-ethylperoxyethyl)methacrylamide